FC1(CCN(CC1)C1=NC(=NC(=C1)C(F)(F)F)NC(C1=C(C=C(C=C1)NS(=O)(=O)CCO)N1CCC2(CC2)CC1)=O)F N-(4-(4,4-difluoropiperidin-1-yl)-6-(trifluoromethyl)pyrimidin-2-yl)-4-((2-hydroxyethyl)sulfonamido)-2-(6-azaspiro[2.5]octan-6-yl)benzamide